P(OOC1=CC=CC=C1)([O-])([O-])=S (phenoxy) phosphorothioate